FC1=C(C=CC=C1)CNC(=O)C1=C(OC=2N=CN=C(C21)NC2(CC2)C)C N-[(2-fluorophenyl)methyl]-6-methyl-4-[(1-methylcyclopropyl)amino]furo[2,3-d]pyrimidine-5-carboxamide